ClC1=CC=C(C=C1)C1=C(C=CC(=C1)F)NC(=O)C=1C(=NN(C1)C)C N-(4'-chloro-5-fluorobiphenyl-2-yl)-1,3-di-methyl-1H-pyrazole-4-carboxamide